CSC1=NC=C(C(=N1)NC1=CC=CC=C1)C(CC(=O)OCC)=O ethyl 3-(2-(methylthio)-4-(phenylamino)pyrimidin-5-yl)-3-oxopropanoate